N-(3-Cyano-4-fluorophenyl)-4,5,6,9,10,12-hexahydropyrazolo[3,4-c]pyrido-[4',3':3,4]pyrazolo[1,5-a]azepine-11(2H)-carboxamide C(#N)C=1C=C(C=CC1F)NC(=O)N1CC=2C(=NN3C2C=2C(CCC3)=CNN2)CC1